C1(=CC=CC=C1)NC(=O)N1CC2=CC=CC=C2CC1 N-phenyl-3,4-dihydro-1H-isoquinoline-2-carboxamide